1-(3-ethyl-1-iodo-5,6-dihydroimidazo[1,5-a]pyrazin-7(8H)-yl)ethan-1-one C(C)C1=NC(=C2N1CCN(C2)C(C)=O)I